ClC1=NC=C2C=CC(NC2=C1)=O 7-chloro-1H-1,6-naphthyridin-2-one